CN1N=C(C=C1C)NC1=NC=C(C(=N1)C1=CNC2=C(C=CC=C12)NC(CN1C[C@H](CC1)OC1=CC=NN1C)=O)C (S)-N-(3-(2-((1,5-dimethyl-1H-pyrazol-3-yl)amino)-5-methylpyrimidin-4-yl)-1H-indol-7-yl)-2-(3-((1-methyl-1H-pyrazol-5-yl)oxy)pyrrolidin-1-yl)acetamide